Neohexan CCC(C)(C)C